C(C1=CC(O)=C(O)C(O)=C1)(=O)[O-].C(C1=CC(O)=C(O)C(O)=C1)(=O)[O-].C(C1=CC(O)=C(O)C(O)=C1)(=O)[O-].[Cr+3] chromium tris(gallate)